2'-(3-methoxyphenyl)spiro[cyclohexane-4,3'-isoindoline]-1,1'-dione COC=1C=C(C=CC1)N1C(C2=CC=CC=C2C12CCC(CC2)=O)=O